4-isopropyl-5-hydroxybutoxycatechol C(C)(C)C=1C=C(C(O)=CC1OCCCCO)O